N[C@@H]1C2=CC=C(C=C2CC12CCN(CC2)C=2N=NC(=CN2)Br)C#N (S)-1-amino-1'-(6-bromo-1,2,4-triazin-3-yl)-1,3-dihydrospiro[indene-2,4'-piperidine]-5-carbonitrile